N-[(1R)-2-[2-[(2S)-2-chloro-2-fluoro-acetyl]-2-[[(3S)-2-oxopyrrolidin-3-yl]methyl]hydrazino]-2-oxo-1-(trimethylsilylmethyl)ethyl]-5-methyl-isoxazole-3-carboxamide Cl[C@@H](C(=O)N(NC([C@H](C[Si](C)(C)C)NC(=O)C1=NOC(=C1)C)=O)C[C@H]1C(NCC1)=O)F